hexa(n-propyl)methyl-melamine C(CC)NC1(N(C(N(C(=N1)N)CCC)(N(C)CCC)CCC)CCC)CCC